rac-tert-butyl (3R,5S)-3-((tert-butyldiphenylsilyl)oxy)-5-cyanopiperidine-1-carboxylate [Si](C1=CC=CC=C1)(C1=CC=CC=C1)(C(C)(C)C)O[C@H]1CN(C[C@H](C1)C#N)C(=O)OC(C)(C)C |r|